C1(=CC=CC=C1)CCNC(=N)NC(=N)NCCC 1-(phenylethyl)-5-propyl-biguanide